tri-hydroxybenzoxazole methoxycytidine-3'-phosphorothioate P(O)(O)(=S)O[C@H]1[C@H]([C@@](O[C@@H]1CO)(N1C(=O)N=C(N)C=C1)OC)O.OC=1C=CC2=C(N=C(O2)O)C1O